4-((2S,4R)-4-((2,2-difluoroethyl)amino)-1-((5-methoxy-7-methyl-1H-indol-4-yl)methyl)piperidin-2-yl)benzoic acid FC(CN[C@H]1C[C@H](N(CC1)CC1=C2C=CNC2=C(C=C1OC)C)C1=CC=C(C(=O)O)C=C1)F